C(C1=CC=CC=C1)C=1C(OC2=CC(=CC=C2C1C)OCC(CN1CCC(CC1)C(=O)N)OC1=CC=C(C=C1)[N+](=O)[O-])=O 1-(3-((3-benzyl-4-methyl-2-oxo-2H-chromen-7-yl)oxy)-2-(4-nitrophenoxy)propyl)piperidine-4-carboxamide